1-(2,6-dimethoxyphenyl)-2-(6-ethoxypyridin-2-yl)-N-(4-methoxybenzyl)-1H-imidazo[4,5-b]pyrazin-5-amine COC1=C(C(=CC=C1)OC)N1C(=NC=2C1=NC=C(N2)NCC2=CC=C(C=C2)OC)C2=NC(=CC=C2)OCC